ClC1=C(C(=CC=2CN3[C@@H](COC21)CN(CC3)C(=O)OC(C)(C)C)C#CC)C3=C(C=CC=C3OC)Cl tert-butyl (12aR)-10-chloro-9-(2-chloro-6-methoxyphenyl)-8-(prop-1-yn-1-yl)-3,4,12,12a-tetrahydro-6H-pyrazino[2,1-c][1,4]benzoxazepine-2(1H)-carboxylate